[N+](=O)([O-])C1=C(C(=CC(=C1)C(F)(F)F)[N+](=O)[O-])NCCCCCC(=O)O N-(2,6-dinitro-4-trifluoromethylphenyl)-6-aminocaproic acid